Cl.ClC1=C(C=C(C=C1)C=1CCCC2=C(C1C1=CC=C(C=C1)CC1CN(C1)CCCF)C=CC(=C2)C(=O)O)C 8-(4-chloro-3-methylphenyl)-9-(4-((1-(3-fluoropropyl)azetidin-3-yl)methyl)phenyl)-6,7-dihydro-5H-benzo[7]annulene-3-carboxylic acid hydrochloride